CC(C)(C)S(=O)N[C@@H](C)C=1C=NC=C(C1)C#CC1=CC=CC=C1 2-methyl-N-{(1S)-1-[5-(Phenylethynyl)pyridin-3-yl]ethyl}propane-2-sulfinamide